(E)-6-methoxy-2-(2-nitrovinyl)pyridine COC1=CC=CC(=N1)\C=C\[N+](=O)[O-]